C(C)(C)(C)OC(=O)N[C@@H](C(C1=CN(C2=CC=CC=C12)C)(C)C)C(=O)O N-(tert-butoxycarbonyl)-β,β,1-trimethyl-L-tryptophan